OB1OCC2=C1C(=C(C=C2)C(=O)N[C@@H](C(C)C)C(=O)OCC2=CC(=CC=C2)C#N)C 3-cyanobenzyl (1-hydroxy-7-methyl-1,3-dihydrobenzo[c][1,2]oxaborole-6-carbonyl)-L-valinate